C(=O)OC1CCCC1 cyclopentyl format